tripropyl orthopropionate C(CC)(OCCC)(OCCC)OCCC